2'-deoxy-N4-acetylcytidine C(C)(=O)NC1=NC(N([C@H]2C[C@H](O)[C@@H](CO)O2)C=C1)=O